(R)-2-(5-(2-fluorophenyl)-4-(3-methylpiperazin-1-yl)-7H-pyrrolo[2,3-d]pyrimidin-7-yl)isonicotinonitrile FC1=C(C=CC=C1)C1=CN(C=2N=CN=C(C21)N2C[C@H](NCC2)C)C=2C=C(C#N)C=CN2